6-(3-aminopropyl)-7-methyl-3H-pyrrolo[2,3-D]pyrimidin-2(7H)-one NCCCC1=CC=2C(=NC(NC2)=O)N1C